C(C)(C)(C)OC(C1=CC=C(C=C1)N1CCC(CC1)OCCOC1=CC(=CC=C1)OC1=C(C=C(C=C1)N)C=1C2=C(C(N(C1)C)=O)NC=C2)=O tert-butyl-4-[4-[2-[3-[4-amino-2-(6-methyl-7-oxo-1H-pyrrolo[2,3-c]pyridin-4-yl)phenoxy]phenoxy]ethoxy]-1-piperidyl]benzoate